(R)-N-(4-chlorophenyl)-2-((1s,4s)-4-(6-fluoroquinolin-4-yl)cyclohexyl)propionamide hydrogen sulfate S(=O)(=O)(O)O.ClC1=CC=C(C=C1)NC([C@H](C)C1CCC(CC1)C1=CC=NC2=CC=C(C=C12)F)=O